Cl.ClC1=CC=CC2=C1C1=C3C(CCNC3C2)=CC(=C1OC)O 11-chloro-1-methoxy-5,6,6a,7-tetrahydro-4H-dibenzo[de,g]quinolin-2-ol hydrochloride